NC1=NC2=CC=C(C=C2C=C1C)C(=O)N(N(C1=NC=CC=N1)C)CC1=CC=C(C=N1)C=1C=NC(=CC1)N(C)CCOC 2-amino-N-((6'-((2-methoxyethyl)(methyl)amino)-[3,3'-bipyridyl]-6-yl)methyl)-N',3-dimethyl-N'-(pyrimidin-2-yl)quinoline-6-carbohydrazide